N,N'-bis[2-(1H-imidazol-4-yl)ethyl]propanediamide dimaleate C(\C=C/C(=O)O)(=O)O.C(\C=C/C(=O)O)(=O)O.N1C=NC(=C1)CCNC(CC(=O)NCCC=1N=CNC1)=O